6-[bis(thenyl)aminocarbonyloxymethoxy]pyridine (Z)-7-Dodecenyl-formate C(CCCCC\C=C/CCCC)C(=O)O.C1(=CC=CS1)CN(C(=O)OCOC1=CC=CC=N1)CC1=CC=CS1